propargyl-tin C(C#C)[Sn]